3,4-epoxycyclohexane C1CC2C(CC1)O2